C(N)(=O)C1=NC=CC(=C1)NC(=O)C=1N(N=C2C=C(C=CC12)F)CC1CCCCC1 N-(2-carbamoylpyridin-4-yl)-2-(cyclohexylmethyl)-6-fluoro-2H-indazole-3-carboxamide